(R,E)-4-(3-(3-fluoro-4-nitrophenyl)allyl)-1,3-dimethylpiperazin-2-one FC=1C=C(C=CC1[N+](=O)[O-])/C=C/CN1[C@@H](C(N(CC1)C)=O)C